ClC1=CC=C(C(=N1)C(=O)NS(=O)(=O)C)N[C@H](C)C=1C=C(C=C2C(C(=C(OC12)C1=C(C(=CC=C1)C#N)F)C)=O)C 6-Chloro-3-[[(1R)-1-[2-(3-cyano-2-fluoro-phenyl)-3,6-dimethyl-4-oxo-chromen-8-yl]ethyl]amino]-N-methylsulfonyl-pyridine-2-carboxamide